2-((((cis)-3-((Dimethylamino)methyl)cyclohexyl)thio)methyl)-8-methylquinazolin-4(3H)-one trifluoroacetate FC(C(=O)O)(F)F.CN(C)C[C@H]1C[C@H](CCC1)SCC1=NC2=C(C=CC=C2C(N1)=O)C